NC1=CC=C(C2=C(C=CC=C12)C(=O)N)C(=O)N 4-amino-1,8-naphthalenedicarboxamide